1-Tert-butyl (2-((4-methyl-3-(methylsulfonyl)phenyl)amino)-2-oxoethyl)carbamate CC1=C(C=C(C=C1)NC(CNC(OC(C)(C)C)=O)=O)S(=O)(=O)C